N-(5-methoxy-2-(4-(4-(4-nitrophenyl)thiazol-2-yl)piperazine-1-carbonyl)phenyl)thiophene-2-sulfonamide COC=1C=CC(=C(C1)NS(=O)(=O)C=1SC=CC1)C(=O)N1CCN(CC1)C=1SC=C(N1)C1=CC=C(C=C1)[N+](=O)[O-]